C(=O)O.FC(C1=CC=2N(C=C1NC(=O)N1CCC=3C1=NC=CC3N3C[C@@H](NCC3)C)C=C(N2)C)F (S)-N-(7-(difluoromethyl)-2-methylimidazo[1,2-a]pyridin-6-yl)-4-(3-methylpiperazin-1-yl)-2,3-dihydro-1H-pyrrolo[2,3-b]pyridine-1-carboxamide formate